(Z)-3-(3-(3,5-bis(trifluoromethyl)phenyl)-1H-1,2,4-triazole-1-yl)-N'-(pyridine-2-yl)acrylhydrazide FC(C=1C=C(C=C(C1)C(F)(F)F)C1=NN(C=N1)\C=C/C(=O)NNC1=NC=CC=C1)(F)F